ruthenium glycine NCC(=O)O.[Ru]